BrC1=CC=C(C(=N1)[C@]1(N=C(O[C@@H](C1(F)F)C(F)(F)F)NC(OC(C)(C)C)=O)C)F tert-butyl ((4R,6S)-4-(6-bromo-3-fluoropyridin-2-yl)-5,5-difluoro-4-methyl-6-(trifluoromethyl)-5,6-dihydro-4H-1,3-oxazin-2-yl)carbamate